O.Cl.Cl.C(#N)CNC(C1=CC=C(C=C1)C1=NC(=NC=C1)NC1=CC=C(C=C1)N1CCOCC1)=O N-(cyanomethyl)-4-(2-(4-morpholinophenylamino)pyrimidin-4-yl)benzamide dihydrochloride monohydrate